C(CCCCCCCCCCC)(=O)N(CCC(=O)O)C lauroyl-methyl-β-alanine